1-(5-amino-6-cyclopropyl-2,3-dihydro-1H-isoindol-2-yl)-2,2,2-trifluoroethan-1-one NC=1C=C2CN(CC2=CC1C1CC1)C(C(F)(F)F)=O